7-fluoro-5-{3-[(5-methoxypyridin-2-yl)oxy]propyl}-4H,5H-pyrrolo[1,2-a]quinoxalin-4-one FC=1C=C2N(C(C=3N(C2=CC1)C=CC3)=O)CCCOC3=NC=C(C=C3)OC